ClC=1C=C(C=CC1)N(C1(CCC2(C(=CC3=CC(=C(C=C23)C=O)F)C[C@H](COCC2=CC=C(C=C2)OC)C)CC1)C(=O)OC)C(C(F)(F)F)=O methyl (1r,4R)-4-[(3-chlorophenyl)(trifluoroacetyl)amino]-5'-fluoro-6'-formyl-2'-{(2R)-3-[(4-methoxyphenyl)methoxy]-2-methylpropyl}spiro[cyclohexane-1,1'-indene]-4-carboxylate